NC/C(/COC1=CC=C(C=C1)S(=O)(=O)CC12CCC(CC1)(CC2)NC(=O)C2C(C2)(F)F)=C\F (E)-N-(4-(((4-((2-(aminomethyl)-3-fluoroallyl)oxy)phenyl)sulfonyl)methyl)bicyclo[2.2.2]octan-1-yl)-2,2-difluorocyclopropane-1-carboxamide